(phenyl)(dimethylfluorenyl)(diphenyl)(biphenyl) C1(=CC=CC=C1)C=1C(=C(C=CC1C1=CC=CC=C1)C1=CC=C(C=C1)C1=CC=CC=C1)C1=C(C(=CC=2C3=CC=CC=C3CC12)C)C